C(CC)C1(CCCCC1)O propyl-cyclohexyl alcohol